2,5-dichloro-N-(3-(4-fluoro-5-(6-methoxy-2-azaspiro[3.3]hept-2-yl)-2-nitrophenoxy)propyl)pyrimidin-4-amine ClC1=NC=C(C(=N1)NCCCOC1=C(C=C(C(=C1)N1CC2(C1)CC(C2)OC)F)[N+](=O)[O-])Cl